NC=1C=C2C(CC(C2=CC1C)(C)C)(C)C1=CC(=C(C=C1)C)N 5-amino-6-methyl-3-(3'-amino-4'-methylphenyl)-1,1,3-trimethylindan